Benzyl (4R)-4-((3R,10S,12S,13R)-3-(((chloromethoxy)carbonyl)oxy)-12-hydroxy-10,13-dimethylhexadecahydro-1H-cyclopenta[a]phenanthren-17-yl)pentanoate ClCOC(=O)O[C@@H]1CC[C@@]2(C3C[C@@H]([C@@]4(C(CCC4C3CCC2C1)[C@@H](CCC(=O)OCC1=CC=CC=C1)C)C)O)C